Ethyl 6-((1H-1,2,3-triazol-4-yl)methyl)-2-acetamido-7-oxo-6-phenyl-4,5,6,7-tetrahydrobenzo[b]thiophene-3-carboxylate N1N=NC(=C1)CC1(CCC2=C(SC(=C2C(=O)OCC)NC(C)=O)C1=O)C1=CC=CC=C1